(E)-1-(4-methoxy-2,3,6-trimethylphenyl)-3-methyl-1,4-pentadiene-3-ol COC1=C(C(=C(C(=C1)C)\C=C\C(C=C)(O)C)C)C